N-(5,6-difluoro-1-(1-methylcyclobutyl)-1H-benzo[d]imidazol-2-yl)-2-(1-(trifluoromethyl)cyclopropyl)propanamide FC1=CC2=C(N(C(=N2)NC(C(C)C2(CC2)C(F)(F)F)=O)C2(CCC2)C)C=C1F